CN(C(COCCCCCCCC\C=C/CCCCCC(=O)OC)COCCCCCCC)C (Z)-methyl 16-(2-(dimethylamino)-3-(heptyloxy)propoxy)hexadec-7-enoate